C(C)(C)(C)OC(=O)N1CCC(CC1)C1=NC2=C(N1)C=CC=C2 4-(1H-benzo[d]imidazole-2-yl)piperidine-1-carboxylic acid tert-butyl ester